[Si].[Ni] Nickel-Silicon